1-{[(2S)-5-oxopyrrolidin-2-yl]methoxy}-7-(trifluoromethyloxy)isoquinoline-6-carboxamide O=C1CC[C@H](N1)COC1=NC=CC2=CC(=C(C=C12)OC(F)(F)F)C(=O)N